Methyl 2-(4-(2-(4-chloro-2-fluorophenyl)-2-methylbenzo[d][1,3]dioxol-4-yl)phenyl)acetate ClC1=CC(=C(C=C1)C1(OC2=C(O1)C=CC=C2C2=CC=C(C=C2)CC(=O)OC)C)F